(R)-3-((2-chloro-5-((4-(2-fluoroethyl)piperazin-1-yl)methyl)pyrimidin-4-yl)oxy)-10-methyl-9,10,11,12-tetrahydro-8H-[1,4]diazepino[5',6':4,5]thieno[3,2-f]quinoxalin-8-one ClC1=NC=C(C(=N1)OC1=NC=2C=CC3=C(C2N=C1)C1=C(S3)C(N[C@@H](CN1)C)=O)CN1CCN(CC1)CCF